BrC=1C=C(C=CC(=O)O)C=CC1 meta-bromocinnamic acid